FC(C=1C=C(C=C(C1)C(F)(F)F)C(C(=O)N)(C)Cl)(F)F (3,5-bis(trifluoromethyl)phenyl)-2-chloropropanamide